C(C)(C)(C)OC(N(C1=CC(=CC(=C1)C1=CC(=NC=C1)C)C)CC1=NC=C(C(=C1C)OC)C)=O ((4-methoxy-3,5-dimethylpyridin-2-yl)methyl)(3-methyl-5-(2-methylpyridin-4-yl)phenyl)carbamic acid tert-butyl ester